tert-butylglycinate HCl Cl.NC(C(C)(C)C)C(=O)O